2-amino-5-(4-(tert-Butoxycarbonyl)piperazin-1-yl)-1H-indole-3-carboxylic acid ethyl ester C(C)OC(=O)C1=C(NC2=CC=C(C=C12)N1CCN(CC1)C(=O)OC(C)(C)C)N